COC(CN1C2=CC=CC=C2C=2CCN(CC12)C(C1=CC(=CC=C1)[N+](=O)[O-])=O)=O [2-(3-nitrobenzoyl)-2,3,4,9-tetrahydro-1H-β-carbolin-9-yl]-acetic acid methyl ester